C(C)(=O)OC[C@H]1O[C@H]([C@@H](C1)OC(C)=O)N1C2=NC(=NC=C2N(C1=O)CC1=CC(=CC=C1)C#N)N ((2S,4R,5R)-4-Acetoxy-5-(2-amino-7-(3-cyanobenzyl)-8-oxo-7,8-dihydro-9H-purin-9-yl) tetrahydrofuran-2-yl)methyl acetate